C(C)(=O)C1=NN(C2=CC=C(C=C12)C=1C=CC=2N(C1)C=C(N2)C)CC(=O)O (3-acetyl-5-(2-methylimidazo[1,2-a]pyridin-6-yl)-1H-indazol-1-yl)acetic acid